C(C1=CC=CC=C1)N1C[C@H](CC1)CCNC(=O)N1[C@@H](CN(CC1)C1=CC(=C(C(=C1)F)F)F)C (2R)-N-{2-[(3S)-1-benzylpyrrolidin-3-yl]ethyl}-2-methyl-4-(3,4,5-trifluorophenyl)piperazine-1-carboxamide